5-(3-(ethylsulfonyl)pyridin-2-yl)-2-(trifluoromethyl)pyrazolo[1,5-a]pyrimidine C(C)S(=O)(=O)C=1C(=NC=CC1)C1=NC=2N(C=C1)N=C(C2)C(F)(F)F